N-[6-(5-chloro-1,3-benzoxazol-2-yl)spiro[3.3]Heptane-2-yl]-2-methylsulfonyl-pyridine-4-carboxamide ClC=1C=CC2=C(N=C(O2)C2CC3(CC(C3)NC(=O)C3=CC(=NC=C3)S(=O)(=O)C)C2)C1